CC1(CCC(CC1)NC=1N=CC2=C(N1)NC=C2C=2C=CC=1N(C2)C(=NN1)C)O 1-methyl-4-((5-(3-methyl-[1,2,4]triazolo[4,3-a]pyridin-6-yl)-7H-pyrrolo[2,3-d]pyrimidin-2-yl)amino)cyclohexan-1-ol